CS(=O)(=O)OC/C(=C(\CC\C=C(\CC\C=C(\CCC=C(C)C)/C)/C)/C)/OCC (2E,6E,10E)-2-ethoxy-3,7,11,15-tetramethylhexadeca-2,6,10,14-tetraen-1-yl methanesulfonate